N-(5-bromo-6-(2-chloro-5-fluorobenzoyl)-3-oxo-3,4-dihydrospiro[benzo[1,4]oxazin-2,1'-cyclopropan]-7-yl)-3-fluoro-5-(trifluoromethyl)benzamide BrC1=C(C(=CC2=C1NC(C1(CC1)O2)=O)NC(C2=CC(=CC(=C2)C(F)(F)F)F)=O)C(C2=C(C=CC(=C2)F)Cl)=O